CS(=O)(=O)C1=CC=C(C2=C1C=CO2)NC(OC(C)(C)C)=O tert-butyl (4-(methylsulfonyl)benzofuran-7-yl)carbamate